1-(4-((2-((3S,4S)-4-amino-3-methyl-2-oxa-8-azaspiro[4.5]decan-8-yl)pyrido[2,3-b]pyrazin-6-yl)thio)-3-chloropyridin-2-yl)pyrrolidin-3-ol N[C@@H]1[C@@H](OCC12CCN(CC2)C=2N=C1C(=NC2)N=C(C=C1)SC1=C(C(=NC=C1)N1CC(CC1)O)Cl)C